1-[3-(2,3-dichlorophenyl)-1H-pyrazolo[3,4-b]pyrazin-6-yl]-3-methylpiperazine ClC1=C(C=CC=C1Cl)C1=NNC2=NC(=CN=C21)N2CC(NCC2)C